2,2'-(4,5-difluoro-1,2-phenylene)diethanol FC1=CC(=C(C=C1F)CCO)CCO